CCCCCCCCCCCCCCCCCCCCCCCCCC(=O)N[C@@H](COP(=O)([O-])[O-])[C@@H](/C=C/CCCCCCCCCCCCC)O The molecule is a ceramide 1-phosphate(2-) in which the N-acyl group is specified as hexacosanoyl. It is a conjugate base of a N-hexacosanoylsphingosine 1-phosphate.